FC(C(=O)O)(F)F.CC1(OC2=C(CN(C1)CC=1C=C(C=CC1C)[C@@H]([C@@H](C(=O)O)C)CCC=1N=NN(C1)CC)C=NC=C2)C (2S,3R)-3-(3-((2,2-Dimethyl-2,3-dihydropyrido[3,4-f][1,4]oxazepin-4(5H)-yl)methyl)-4-methylphenyl)-5-(1-ethyl-1H-1,2,3-triazol-4-yl)-2-methylpentanoic acid, Trifluoroacetic acid salt